4-[(1R)-1-Cyclohexylethoxy]-6-[5-methyl-1-(piperidin-4-yl)-1,2,3-triazol-4-yl]pyrazolo[1,5-a]pyridine-3-carbonitrile C1(CCCCC1)[C@@H](C)OC=1C=2N(C=C(C1)C=1N=NN(C1C)C1CCNCC1)N=CC2C#N